O[C@@H]1CC[C@@H]([C@H](/C=C/[C@@H]([C@H](C(C(C1)=O)=O)/C(=C/C1=CC=C2C=CN(C2=C1)C)/C)C)OC(=O)N1CCN(CC1)C)C 4-methylpiperazine-1-carboxylic acid [(2s,3s,4E,6r,7s,10r)-10-hydroxy-3,7-dimethyl-2-[(E)-1-(1-methylindol-6-yl) prop-1-en-2-yl]-12-oxo-1-oxocyclododec-4-en-6-yl] ester